C(C)(C)(C)OC(=O)N1C(CC(CC1)N1C[C@@H](CCC1)C)C (3R)-2',3-dimethyl-[1,4'-bipiperidine]-1'-carboxylic acid tert-butyl ester